N[C@H](CCC1=NC(=NO1)[C@H](CO)N)ONC(NC1(CC1)C(=O)O)=O 1-(3-((S)-3-amino-1-(3-((R)-1-amino-2-hydroxyethyl)-1,2,4-oxadiazol-5-yl)-3-propoxy)ureido)cyclopropane-1-carboxylic acid